BrC=1C(=C(NCC2=CC=C(C=C2)OC)C(=CC1)[N+](=O)[O-])F 3-bromo-2-fluoro-N-(4-methoxybenzyl)-6-nitroaniline